C(N)(=O)[C@@H]1CC2(CN1C(=O)OC(C)(C)C)C(NC=1N2N=CC1)=O t-butyl (5'S)-5'-carbamoyl-2-oxo-1H-spiro[pyrazolo[1,5-a]imidazole-3,3'-pyrrolidine]-1'-carboxylate